N-(4-fluoro-3-((2-((1-methyl-1H-pyrazol-4-yl)amino)-6-(trifluoromethyl)quinazolin-4-yl)amino)phenyl)acrylamide FC1=C(C=C(C=C1)NC(C=C)=O)NC1=NC(=NC2=CC=C(C=C12)C(F)(F)F)NC=1C=NN(C1)C